6-(2,6-dichloro-3,5-dimethoxyphenyl)-8-(3-methoxyazetidin-1-yl)-2-(methylthio)pyrido[3,4-d]pyrimidine ClC1=C(C(=C(C=C1OC)OC)Cl)C1=CC2=C(N=C(N=C2)SC)C(=N1)N1CC(C1)OC